CC1C(OCCN1C1=NC(=NC=C1)C1=CN=C2N1C=C(N=C2)C#N)C=2C=NNC2 3-(4-(3-Methyl-2-(1H-pyrazol-4-yl)morpholino)pyrimidin-2-yl)imidazo[1,2-a]pyrazine-6-carbonitrile